C(CCC)C(C(=O)O)=C.C(CCC)OC(C=C)=O.[Se]1N=NC2=C1C(=C(C(=C2C=O)C=O)C=O)C=O benzoselenadiazoletetra-aldehyde Butyl-acrylate (n-Butyl-acrylate)